cyclohexanecarboxylic acid, cyclohexylphenyl ester C1(CCCCC1)C(=O)OC1=C(C=CC=C1)C1CCCCC1